3-(TRANS-4-HYDROXYCYCLOHEXYLCARBAMOYL)PHENYLBORONIC ACID O[C@@H]1CC[C@H](CC1)NC(=O)C=1C=C(C=CC1)B(O)O